3-(4-(benzyloxy)phenyl)propan-1-ol C(C1=CC=CC=C1)OC1=CC=C(C=C1)CCCO